C(\C(\C)=C/C(=O)[O-])(=O)OC1(CCCCC1)CC monoethylcyclohexyl citraconate